COC=1C=C(C=CC1)C1CCN(CC1)C1=C(C(N(C2=CC=CC=C12)C)=O)C#N 4-[4-(3-Methoxyphenyl)piperidin-1-yl]-1-methyl-2-oxo-1,2-dihydro-quinoline-3-carbonitrile